BrC(C(=O)OCC)C1=C(C(=CC(=C1)CC(C)C)F)OC ethyl 2-bromo-2-(3-fluoro-5-isobutyl-2-methoxyphenyl)acetate